COC1=C(CNCC(=O)O)C=CC=C1OC N-(2,3-Dimethoxybenzyl)glycin